4-amino-3-methoxy-N-(2-methoxy-ethyl)benzamide NC1=C(C=C(C(=O)NCCOC)C=C1)OC